C1(=CC=CC=C1)C1=C(C=NN1S(=O)(=O)C=1SC=CC1)S(=O)(=O)C=1SC=CC1 5-phenyl-1,4-bis(thiophene-2-sulfonyl)-1H-pyrazole